ClC1=C(C=C(C=C1)C(F)(F)F)C1=NNC(=N1)C1=CC=C(C(=O)O)C=C1 4-(3-(2-chloro-5-(trifluoromethyl)phenyl)-1H-1,2,4-triazol-5-yl)benzoic acid